N-[5-(5-chloro-2-fluorophenyl)-3-(2,2-difluoroethyl)-5-hydroxy-2-methyl-7-oxo-6,7-dihydro-5H-pyrrolo[4,3-f]indazol-4-yl]-6-fluoro-2,3-dihydrobenzo[d][1,3]thiazole-3-carboxamide ClC=1C=CC(=C(C1)C1(NC(C=2C1=C(C1=C(N(N=C1C2)C)CC(F)F)NC(=O)N2CSC1=C2C=CC(=C1)F)=O)O)F